OC1(C(CCCC1C)C)C1=NC(=NC(=C1)S(=O)(=O)C)NS(=O)(=O)C=1C=NN(C1)C N-[4-(1-Hydroxy-2,6-dimethyl-cyclohexyl)-6-methylsulfonyl-pyrimidin-2-yl]-1-methyl-pyrazole-4-sulfonamide